C1=CC=CC=2C3=CC=CC=C3C(C12)COC(=O)N(C1(CCCC1)C(=O)O)C 1-[9H-fluoren-9-yl-methoxycarbonyl(methyl)amino]cyclopentan-1-carboxylic acid